4-(5-(4-(1,1-dioxoisothiazolidin-2-yl)phenyl)pyridin-3-yl)-7-methyl-8,9-dihydropyrido[3',2':4,5]pyrrolo[1,2-a]pyrazin-6(7H)-one O=S1(N(CCC1)C1=CC=C(C=C1)C=1C=C(C=NC1)C1=CC=NC2=C1C=C1N2CCN(C1=O)C)=O